FC(C[C@@H](C(=O)NC1=NC=CC(=C1)C1=C(C2=NC(=CC(=C2N1)C)F)C1=NC=CC=C1)C1=CC=C(C=C1)F)F (2R)-4,4-Difluoro-N-{4-[5-fluoro-7-methyl-3-(pyridin-2-yl)-1H-pyrrolo[3,2-b]pyridin-2-yl]pyridin-2-yl}-2-(4-fluorophenyl)butanamid